1-hydroxycyclopentyl-(1-chlorophenyl)ketone-N-methylimine CN=C(C1(C(C=CC=C1)C1(CCCC1)O)Cl)C1(C(C=CC=C1)C1(CCCC1)O)Cl